(2S)-2-[(tert-Butoxycarbonyl)amino]-3-[(4-cyanophenyl)methoxy]propanoic acid C(C)(C)(C)OC(=O)N[C@H](C(=O)O)COCC1=CC=C(C=C1)C#N